propylthiophenylethylamine C(CC)SNCCC1=CC=CC=C1